C1(CCC1)N1C(C=2C(CC1)=NNC2)=O 5-cyclobutyl-2,5,6,7-tetrahydro-4H-pyrazolo[4,3-c]pyridin-4-one